3-fluoro-N-(4-((3-morpholinopropyl)amino)quinolin-8-yl)picolinamide FC=1C(=NC=CC1)C(=O)NC=1C=CC=C2C(=CC=NC12)NCCCN1CCOCC1